3-[3-(9-phenanthryl)-phenyl]-9-phenyl-9H-carbazole C1=CC=CC=2C3=CC=CC=C3C(=CC12)C=1C=C(C=CC1)C=1C=CC=2N(C3=CC=CC=C3C2C1)C1=CC=CC=C1